(3R)-3-(3,3-difluorobutyl)-5-(5,5-difluorooctahydropentalen-2-yl)-8-methoxy-7-(trifluoromethyl)-2,3,4,5-tetrahydrobenzo[f][1,2,5]thiadiazepine 1,1-dioxide FC(CC[C@H]1NS(C2=C(N(C1)C1CC3CC(CC3C1)(F)F)C=C(C(=C2)OC)C(F)(F)F)(=O)=O)(C)F